ClS(=O)(=O)C1=C(C(=O)OC)C=CC=C1 methyl 2-(chlorosulfonyl)benzoate